7-(benzyloxy)-4-(2-methyl-6,7-dihydro-5H-cyclopenta[d]pyrimidin-4-yl)-3,4-dihydroquinoxalin-2(1H)-one C(C1=CC=CC=C1)OC1=CC=C2N(CC(NC2=C1)=O)C=1C2=C(N=C(N1)C)CCC2